3-Bromo-N,N-dimethylbenzamide BrC=1C=C(C(=O)N(C)C)C=CC1